(S)-2-amino-2-((1R,3s,5S)-bicyclo[3.1.0]hexan-3-yl)-N-(4-((S)-2-methoxy-1-((S)-2-oxo-4-(trifluoro-methyl)imidazolidin-1-yl)ethyl)pyridin-2-yl)acetamide N[C@H](C(=O)NC1=NC=CC(=C1)[C@@H](COC)N1C(N[C@@H](C1)C(F)(F)F)=O)C1C[C@H]2C[C@H]2C1